CC1(COC1)C1=NN(C(=C1)N)C1=CC=C(C=C1)C 3-(3-methyl-oxetan-3-yl)-1-(4-methylphenyl)-1H-pyrazol-5-amine